2-[[5-bromo-2-[4-(3-hydroxypropylsulfamoyl)anilino]pyrimidin-4-yl]amino]-6-fluoro-benzamide BrC=1C(=NC(=NC1)NC1=CC=C(C=C1)S(NCCCO)(=O)=O)NC1=C(C(=O)N)C(=CC=C1)F